(4-(ethanesulfonyl)benzyl)-4-((2S,5R)-2-(morpholinomethyl)-5-(4-(trifluoromethyl)phenyl)piperidin-1-yl)benzamide C(C)S(=O)(=O)C1=CC=C(CC2=C(C(=O)N)C=CC(=C2)N2[C@@H](CC[C@@H](C2)C2=CC=C(C=C2)C(F)(F)F)CN2CCOCC2)C=C1